C(C)(C)N1CCC(CC1)C1=CC=C(C=C1)C1=CC(=C(S1)C(=O)N1C[C@H](CC1)NC(OC(C)(C)C)=O)C tert-butyl (S)-(1-(5-(4-(1-isopropylpiperidin-4-yl)phenyl)-3-methylthiophene-2-carbonyl)pyrrolidin-3-yl)carbamate